OC1=NC=CC(=C1)CN1N=CC(=C1)CNC1=NC=2N([C@H](C(NC2C(=N1)C)=O)C)C (7S)-2-(((1-((2-hydroxypyridin-4-yl)methyl)-1H-pyrazol-4-yl)methyl)amino)-4,7,8-trimethyl-7,8-dihydropteridin-6(5H)-one